(2-Azabicyclo[2.1.1]hexane-1-yl)methanol C12(NCC(C1)C2)CO